(2R,4R)-1-cyano-N-[2-(cyclohexylamino)-2-oxo-1-(3-pyridyl)ethyl]-N-(4-cyclopropyl-2-fluoro-phenyl)-4-hydroxypyrrolidine-2-carboxamide C(#N)N1[C@H](C[C@H](C1)O)C(=O)N(C1=C(C=C(C=C1)C1CC1)F)C(C(=O)NC1CCCCC1)C=1C=NC=CC1